C(C)C1=CC=C(C=C1)C1=CC(=C(C=C1)B(O)O)F 4'-ethyl-3-fluoro-4-biphenylboronic acid